BrC=1C(=CC2=C(SC=C2)C1)N 6-bromobenzo[b]thiophen-5-amine